3-[2-(dimethylamino)ethyl]-1-[4-(3-pyridinyl)thiazol-2-yl]-1-[3-(trifluoromethyl)phenyl]Urea CN(CCNC(N(C1=CC(=CC=C1)C(F)(F)F)C=1SC=C(N1)C=1C=NC=CC1)=O)C